C(C)(=O)OC1=CC=C(C(=O)NC2=C(C3=C(S2)CC(CC3)C(C)(C)C)C(=O)OC(C)(C)C)C=C1 tert-Butyl 2-(4-acetoxybenzamido)-6-(tert-butyl)-4,5,6,7-tetrahydrobenzo[b]thiophene-3-carboxylate